ClC=1C(=NC(=NC1)NC1=C(C=C(C(=C1)C)C=1C[C@@H](N([C@@H](C1)C1CC1)C)C1CC1)OC(C)C)NC1=C(C=CC=C1)S(=O)(=O)C(C)C 5-chloro-N2-(4-((cis)-2,6-dicyclopropyl-1-methyl-1,2,3,6-tetrahydropyridin-4-yl)-2-isopropoxy-5-methylphenyl)-N4-(2-(isopropylsulfonyl)phenyl)pyrimidine-2,4-diamine